BrC1=CC=C(C=C1)N1N=C(C(=N1)[C@@H]1O[C@@H](C(N1CCC1=CC2=C(NC(N2)=O)C=C1)=O)C)C1=CC=C(C=C1)F (2S,5R)-2-(2-(4-bromophenyl)-5-(4-fluorophenyl)-2H-1,2,3-triazol-4-yl)-5-methyl-3-(2-(2-oxo-2,3-dihydro-1H-benzo[d]imidazol-5-yl)ethyl)oxazolidin-4-one